C(C)(=O)C1=C(C=C(C=C1)NC(C(CC1=CC=CC=C1)N1C(CN(C(C1)=O)C1=C(C=CC(=C1)Cl)N1N=NN=C1)=O)=O)F N-(4-acetyl-3-fluorophenyl)-2-(4-(5-chloro-2-(1H-tetrazol-1-yl)phenyl)-2,5-dioxopiperazin-1-yl)-3-phenylpropanamide